N-(1-(2-benzyl-benzo[b]thiophen-5-yl)-4,5,6,7-tetrahydro-1H-indazol-4-yl)propanamide C(C1=CC=CC=C1)C1=CC2=C(S1)C=CC(=C2)N2N=CC=1C(CCCC21)NC(CC)=O